4-(4-bromo-3-ethoxy-pyrazol-1-yl)-1-methyl-piperidine BrC=1C(=NN(C1)C1CCN(CC1)C)OCC